CC=1C(=NN(C1)CCOCCO)C(=O)O.OCCOCCN1N=C(C=C1)C(=O)OC Methyl 1-(2-(2-hydroxyethoxy)ethyl)-1H-pyrazole-3-carboxylate (methyl 1-(2-(2-hydroxyethoxy)ethyl)-1H-pyrazole-3-carboxylate)